6-bromo-7-fluoro-1H-indene BrC1=CC=C2C=CCC2=C1F